N-pentyloctane-1,8-diamine C(CCCC)NCCCCCCCCN